tert-butyl-2-(1-(methoxycarbonyl)cyclopropyl)-1-methylhydrazine C(C)(C)(C)N(NC1(CC1)C(=O)OC)C